tert-butyl (2R,3S,4S)-4-[(tert-butoxycarbonyl)oxy]-3-[6-(dimethylamino)spiro[3.3]heptane-2-carbonyloxy]-2-[(4-methoxyphenyl)methyl]pyrrolidine-1-carboxylate C(C)(C)(C)OC(=O)O[C@@H]1[C@H]([C@H](N(C1)C(=O)OC(C)(C)C)CC1=CC=C(C=C1)OC)OC(=O)C1CC2(C1)CC(C2)N(C)C